FS(=O)(=O)OC=1C=C(C=C(C1)OS(=O)(=O)F)S(=O)(=O)F 3,5-bis[(fluorosulfonyl)oxy]phenylsulfonyl fluoride